C1(CC1)C1=NC=NC(=C1C1=NC=CC(=N1)SC)OC 4-cyclopropyl-6-methoxy-5-(4-methylsulfanylpyrimidin-2-yl)pyrimidine